C1(CC1)CC1CC(C=2N1N=C(N2)C(=O)N(C)OC)F 5-(cyclopropylmethyl)-7-fluoro-N-methoxy-N-methyl-6,7-dihydro-5H-pyrrolo[1,2-b][1,2,4]triazole-2-carboxamide